3-butyl-1-nonanol C(CCC)C(CCO)CCCCCC